OCCN1CCN(CC1)CCNC=C1CCC(CC1)C=1C=NC(=CC1)OCCN1CCOCC1 2-(((2-(4-(2-hydroxyethyl)piperazin-1-yl)ethyl)amino)methylene)-5-(6-(2-morpholinoethoxy)pyridin-3-yl)cyclohexane